FC=1C2(NC3=CC=CC=C3C1O)CCN(CC2)C(=O)N fluoro-4'-hydroxy-spiro[piperidine-4,2'-quinoline]-1-carboxamide